FC1=C(C=CC=2N(C(N(C21)C(C)C)=O)C2C(NC(CC2)=O)=O)N2CCC(CC2)CN2CCC(CC2)CC2CCNCC2 3-[4-fluoro-3-isopropyl-2-oxo-5-[4-[[4-(4-piperidylmethyl)-1-piperidyl]methyl]-1-piperidyl]benzimidazol-1-yl]piperidine-2,6-dione